(3S,4R)-3-fluoro-1-(4-((5-((R)-1-hydroxypropan-2-yl)-8-((R)-2-methylazetidin-1-yl)-2,6-naphthyridin-3-yl)amino)pyrimidin-2-yl)-3-methylpiperidin-4-ol F[C@]1(CN(CC[C@H]1O)C1=NC=CC(=N1)NC=1N=CC2=C(C=NC(=C2C1)[C@H](CO)C)N1[C@@H](CC1)C)C